Sodium (2S)-2-((S)-2-((((3-chlorobenzyl) oxy) carbonyl) amino)-3-cyclohexylpropanamido)-1-hydroxy-5-(methyl (phenethyl) amino)-5-oxopentane-1-sulfonate ClC=1C=C(COC(=O)N[C@H](C(=O)N[C@H](C(S(=O)(=O)[O-])O)CCC(=O)N(CCC2=CC=CC=C2)C)CC2CCCCC2)C=CC1.[Na+]